N-(2-((2R,3R)-1,2-dimethylpiperidin-3-yl)thieno[2,3-b]pyridin-4-yl)-4,6-difluorobenzo[d]thiazol-5-amine CN1[C@@H]([C@@H](CCC1)C1=CC=2C(=NC=CC2NC=2C(=CC3=C(N=CS3)C2F)F)S1)C